(S)-3-(5-bromo-3-(3-((tert-butyldiphenylsilyl)oxy)-2,2-dimethylpropyl)-2-(2-(1-methoxyethyl)pyridin-3-yl)-1H-indol-1-yl)cyclobutane-1-carbonitrile BrC=1C=C2C(=C(N(C2=CC1)C1CC(C1)C#N)C=1C(=NC=CC1)[C@H](C)OC)CC(CO[Si](C1=CC=CC=C1)(C1=CC=CC=C1)C(C)(C)C)(C)C